5-(quinoxalin-2-yl)cyclohexane-1,3-dione N1=C(C=NC2=CC=CC=C12)C1CC(CC(C1)=O)=O